3-(3-chloro-5-(trifluoromethyl)pyridin-2-yl)-5-hydroxybenzooxazol-2(3H)-one ClC=1C(=NC=C(C1)C(F)(F)F)N1C(OC2=C1C=C(C=C2)O)=O